N-((6-fluoro-2,3,4,9-tetrahydro-1H-carbazol-3-yl)methyl)-4-(3-(4-methylpiperazin-1-yl)propoxy)benzenesulfonamide FC=1C=C2C=3CC(CCC3NC2=CC1)CNS(=O)(=O)C1=CC=C(C=C1)OCCCN1CCN(CC1)C